C(C(O)CC(=O)OC(C)CC(=O)OCC)(=O)OC(C)CC(=O)OCC bis-(4-ethoxy-4-oxo-butan-2-yl) malate